C(#N)C1(CCC1)CCC(=O)O 3-(1-cyanocyclobutyl)propanoic acid